BrC=1C=C(C=C(C1OCC1(CC1)O)F)C=1C(CCNN1)C 6-{3-bromo-5-fluoro-4-[(1-hydroxycyclopropyl)methoxy]Phenyl}-5-methyl-4,5-dihydro-2H-pyridazine